7-benzyl-1-(4-methoxybenzyl)-2-oxo-4-(toluenesulfonyloxy)-1,2,5,6,7,8-hexahydro-1,7-Naphthyridine-3-carboxylic acid methyl ester COC(=O)C=1C(N(C=2CN(CCC2C1OS(=O)(=O)CC1=CC=CC=C1)CC1=CC=CC=C1)CC1=CC=C(C=C1)OC)=O